[C@@H]1([C@H](O)[C@H](O)[C@@H](CO)O1)N1C(=O)N=C(N2CC2)C=C1 N4,N4-ethanocytidine